O[C@@H]1C[C@H]2[C@H](CCCC3=C(O2)C=C(C=C3)C(=O)O)[C@H]1\C=C\C(C(CCCC)C=C)O (2R,3R,3aR,11aS)-2-hydroxy-3-[(1E,3ξ)-3-hydroxy-4-vinyl-1-octen-1-yl]-1,2,3,3a,4,5,6,11a-octahydrobenzo[b]cyclopenta[g]oxocine-9-carboxylic acid